4-chloro-3-(5,7-difluoro-6-(1-methyl-1H-pyrazol-3-yl)-4-oxo-1,4-dihydroquinolin-2-yl)benzonitrile ClC1=C(C=C(C#N)C=C1)C=1NC2=CC(=C(C(=C2C(C1)=O)F)C1=NN(C=C1)C)F